O=C1NC(CCC1N1C(C2=CC=C(C=C2C1=O)CN1CCN(CC1)C1=CC(=CC=C1)C)=O)=O 2-(2,6-dioxopiperidin-3-yl)-5-((4-(m-methylphenyl)piperazin-1-yl)methyl)isoindoline-1,3-dione